(E)-3-(2-(Hexyloxy)-6-(trifluoromethyl)pyridin-3-yl)-N-(2-oxo-2,3-dihydro-1H-benzo[d]imidazol-4-yl)acrylamid C(CCCCC)OC1=NC(=CC=C1/C=C/C(=O)NC1=CC=CC=2NC(NC21)=O)C(F)(F)F